2-(4-cyclopropyl-6-methoxypyrimidin-5-yl)-4-((6-(5-methoxy-3-(trifluoromethyl)-1H-pyrazol-1-yl)pyridin-3-yl)methyl)-6,7-dihydropyrazolo[1,5-a]pyrimidin-5(4H)-one C1(CC1)C1=NC=NC(=C1C1=NN2C(N(C(CC2)=O)CC=2C=NC(=CC2)N2N=C(C=C2OC)C(F)(F)F)=C1)OC